methyl 2-(1H-indol-5-yloxy)-4-(4-((2-(4-chlorophenyl)-4,4-dimethylcyclohex-1-enyl)methyl)piperazin-1-yl)benzoate N1C=CC2=CC(=CC=C12)OC1=C(C(=O)OC)C=CC(=C1)N1CCN(CC1)CC1=C(CC(CC1)(C)C)C1=CC=C(C=C1)Cl